BrC=1C=C(C=CC1)C1(CCC1)C(=O)OC methyl 1-(3-bromophenyl)cyclobutane-1-carboxylate